5-(2-methoxycarbonylvinyl)-uridine COC(=O)C=CC=1C(NC(N([C@H]2[C@H](O)[C@H](O)[C@@H](CO)O2)C1)=O)=O